ClC1=NC(=NC(=N1)Cl)NCS(=O)(=O)C1=C(C=CC=C1)C1=NN=NN1 4,6-dichloro-1,3,5-triazin-2-ylaminomethylsulfonylphenyltetrazole